C1NCC12CC(C2)NC2=NC=C1C3(CN(C(C1=C2)=O)C[C@@H](CN2CC1=CC=CC=C1CC2)O)CC3 (R)-7'-((2-azaspiro[3.3]hept-6-yl)amino)-2'-(3-(3,4-dihydroisoquinolin-2(1H)-yl)-2-hydroxypropyl)-2',3'-dihydro-1'H-spiro[cyclopropane-1,4'-[2,6]naphthyridine]-1'-one